C(=O)(OC)C1=C(C(=CC=C1)Cl)NS(=O)(=O)C1=NN2C(=NC(=CC2=N1)F)OCC N-(2-carbomethoxy-6-chlorophenyl)-5-ethoxy-7-fluoro(1,2,4)triazolo-[1,5-c]pyrimidine-2-sulfonamide